potassium 1,4-butanediol succinate C(CCC(=O)[O-])(=O)[O-].C(CCCO)O.[K+].[K+]